triazolo[1,5-a]pyrazine-6-carboxamide N1=NC=C2N1C=C(N=C2)C(=O)N